4-(trifluoromethoxy)benzenesulfonamide FC(OC1=CC=C(C=C1)S(=O)(=O)N)(F)F